C(=O)=[Al] Carbonyl-Aluminium